6-(1-((6-chloropyridin-3-yl)sulfonyl)piperidin-4-yl)-7-(trifluoromethyl)-[1,2,4]triazolo[1,5-a]pyridine ClC1=CC=C(C=N1)S(=O)(=O)N1CCC(CC1)C=1C(=CC=2N(C1)N=CN2)C(F)(F)F